methyl (S)-1-((R)-2-((tert-butoxycarbonyl)amino)-2-phenylacetyl)azetidine-2-carboxylate C(C)(C)(C)OC(=O)N[C@@H](C(=O)N1[C@@H](CC1)C(=O)OC)C1=CC=CC=C1